tert-butyl N-{6-[(2S)-2-[(tert-butoxycarbonyl)amino]propyl]-2-chloro-7-methylpyrrolo[2,1-f][1,2,4]triazin-4-yl}-N-(thiophen-2-ylmethyl)carbamate C(C)(C)(C)OC(=O)N[C@H](CC=1C=C2C(=NC(=NN2C1C)Cl)N(C(OC(C)(C)C)=O)CC=1SC=CC1)C